(3S)-3-[9H-fluoren-9-ylmethoxycarbonyl(methyl)amino]-4-oxo-4-piperidin-1-ylbutanoic acid C1=CC=CC=2C3=CC=CC=C3C(C12)COC(=O)N([C@@H](CC(=O)O)C(N1CCCCC1)=O)C